5-methoxypyridine-4-carbonitrile COC=1C(=CC=NC1)C#N